2-[8-(2-chlorophenyl)-7-(4-chlorophenyl)-3-([4-[(2R)-2,3-dihydroxypropyl]phenyl]methyl)-2,6-dioxopurin-1-yl]acetamide ClC1=C(C=CC=C1)C1=NC=2N(C(N(C(C2N1C1=CC=C(C=C1)Cl)=O)CC(=O)N)=O)CC1=CC=C(C=C1)C[C@H](CO)O